β-ureidoisobutylvinyl ether N(C(=O)N)C(CC=COC=CCC(C)(C)NC(=O)N)(C)C